5,7-dibromo-1-ethyl-3-methyl-1H-pyrazolo[4,3-b]pyridine BrC1=CC(=C2C(=N1)C(=NN2CC)C)Br